ClC1=CC=C2C(=CNC2=C1C1=NC(=CN=C1)C)S(=O)(=O)Cl 6-chloro-7-(6-methylpyrazin-2-yl)-1H-indole-3-sulphonyl chloride